9-phenylfluorene C1(=CC=CC=C1)C1C2=CC=CC=C2C=2C=CC=CC12